COC1CCC(CC1)NC(=O)C1=NC(=NC=C1)N1N=CC=C1 N-((1r,4r)-4-methoxycyclohexyl)-2-(1H-pyrazol-1-yl)pyrimidine-4-carboxamide